(4-nitrophenyl) [(1R,3S)-3-[1-tert-butyl-5-(pyridazin-3-ylamino) pyrazol-3-yl] cyclopentyl] carbonate C(OC1=CC=C(C=C1)[N+](=O)[O-])(O[C@H]1C[C@H](CC1)C1=NN(C(=C1)NC=1N=NC=CC1)C(C)(C)C)=O